5-bromo-6-methyl-2(1H)-pyridone BrC=1C=CC(NC1C)=O